3-(4-(tert-butoxycarbonyl)phenyl)propanoic acid C(C)(C)(C)OC(=O)C1=CC=C(C=C1)CCC(=O)O